FC1=C(C(=O)NC(C)(C)C=2N=C(N(C2)C=2C=CC=3N(C2)C(=CN3)C(=O)N)C3=NC(=CC=C3)C)C=CC=C1 6-(4-(2-(2-Fluorobenzamido)propan-2-yl)-2-(6-methylpyridin-2-yl)-1H-imidazol-1-yl)imidazo[1,2-a]pyridine-3-carboxamide